4-Chloro-N-phenyl-N-[2-(pyridin-2-yl)ethyl]benzenesulfonamide ClC1=CC=C(C=C1)S(=O)(=O)N(CCC1=NC=CC=C1)C1=CC=CC=C1